methyl (R)-2-((5-(1-amino-8-azaspiro[4.5]decan-8-yl)imidazo[1,2-c]pyrimidin-8-yl)thio)benzoate N[C@@H]1CCCC12CCN(CC2)C2=NC=C(C=1N2C=CN1)SC1=C(C(=O)OC)C=CC=C1